FC(CO)(F)C=1C(=C(C=CC1)[C@@H](C)NC1=NC(=NC2=C3C(=C(C=C12)C1CCC(CC1)C(=O)N(C)C)OCC3)C)F (1R,4R)-4-(4-(((R)-1-(3-(1,1-difluoro-2-hydroxyethyl)-2-fluorophenyl)ethyl)amino)-2-methyl-8,9-dihydrofuro[2,3-h]quinazolin-6-yl)-N,N-dimethylcyclohexane-1-carboxamide